4-[({6-cycloPropyl-2-[3-(dimethylamino)-2,2-dimethylpropoxy]-7-(6-fluoro-5-methyl-1H-indazol-4-yl)-4-hydroxyquinazolin-8-yl}oxy) tert-butyl]benzoate C1(CC1)C=1C=C2C(=NC(=NC2=C(C1C1=C2C=NNC2=CC(=C1C)F)OCC(C)(C)C1=CC=C(C(=O)[O-])C=C1)OCC(CN(C)C)(C)C)O